COC1=C2C=CC(OC2=CC(=C1)/C=C/C=1C=C(C=CC1)O)(C)C 3-[(E)-2-(5-Methoxy-2,2-dimethylchromen-7-yl)ethenyl]phenol